2-(chloromethyl)-3-methyl-pyridine hydrochloride Cl.ClCC1=NC=CC=C1C